2-(2-chloro-6-fluorobenzyl)-N-(3,5-dimethylphenyl)-8-methyl-4,5-dihydro-2H-furo[2,3-g]indazole-7-carboxamide ClC1=C(CN2N=C3C4=C(CCC3=C2)OC(=C4C)C(=O)NC4=CC(=CC(=C4)C)C)C(=CC=C1)F